(S)-methyl 2-((S)-2-(benzyloxycarbonylamino)-5,5-difluoro-4,4-dimethylpentanoylamino)-4-methylpentanoate C(C1=CC=CC=C1)OC(=O)N[C@H](C(=O)N[C@H](C(=O)OC)CC(C)C)CC(C(F)F)(C)C